2-(2-chlorophenyl)-N-(1-(4-methoxyphenoxy)-5-sulfamoylisoquinolin-7-yl)acetamide ClC1=C(C=CC=C1)CC(=O)NC1=CC(=C2C=CN=C(C2=C1)OC1=CC=C(C=C1)OC)S(N)(=O)=O